COC=1C=C(C=C(C1)C1=CC=CC=C1)[C@@H](C)NC(C1=C(C=CC(=C1)N1CCN(CC1)C)C)=O N-[(1R)-1-(3-Methoxy-5-phenyl-phenyl)ethyl]-2-methyl-5-(4-methylpiperazin-1-yl)benzamide